S1C(=NC2=C1C=CC=C2)NC2=C(C=C(N=N2)N(C=2SC(=C(N2)C(=O)O)CCCOC2=C(C=C(C=C2)C#CCN2CCCCC2)F)C)C 2-[[6-(1,3-benzothiazol-2-ylamino)-5-methyl-pyridazin-3-yl]-methyl-amino]-5-[3-[2-fluoro-4-[3-(1-piperidinyl)prop-1-ynyl]phenoxy]propyl]thiazole-4-carboxylic acid